3-(1-oxo-5-(1-(pyrimidin-5-ylmethyl)piperidin-4-yl)isoindolin-2-yl)piperidine-2,6-dione O=C1N(CC2=CC(=CC=C12)C1CCN(CC1)CC=1C=NC=NC1)C1C(NC(CC1)=O)=O